BrC=1C=NN2C1C=C(C=C2)C2=CC=C(O2)C(=O)OC methyl 5-(3-bromopyrazolo[1,5-a]pyridin-5-yl)furan-2-carboxylate